6-(2-(tert-butyl)pyrimidin-5-yl)-2-(4-((2-methoxyethoxy)methoxy)-3-nitrophenyl)-3,4-dihydroisoquinolin-1(2H)-one C(C)(C)(C)C1=NC=C(C=N1)C=1C=C2CCN(C(C2=CC1)=O)C1=CC(=C(C=C1)OCOCCOC)[N+](=O)[O-]